2-(2-oxo-pyrrolidin-1-yl)acetamide O=C1N(CCC1)CC(=O)N